2-(3-(((1R,2S,3S,5R)-2-fluoro-1-methyl-8-azabicyclo[3.2.1]oct-6-en-3-yl)(methyl)amino)-1,2,4-triazin-6-yl)-5-(4-fluoro-1H-pyrazol-1-yl)phenol F[C@@H]1[C@]2(C=C[C@@H](C[C@@H]1N(C=1N=NC(=CN1)C1=C(C=C(C=C1)N1N=CC(=C1)F)O)C)N2)C